Cl.Cl.N[C@@H](C(=O)N[C@H](C(=O)NCCC=1C=NC(=CC1)N)C)CCC1=CC=CC=C1 (R)-2-amino-N-((S)-1-((2-(6-aminopyridin-3-yl)ethyl)amino)-1-oxopropan-2-yl)-4-phenylbutanamide dihydrochloride